BrC1=C(C=NC=C1)OCCN(C(OC(C)(C)C)=O)CC tert-butyl {2-[(4-bromopyridin-3-yl)oxy]ethyl}ethylcarbamate